di-n-octyltin bis(isooctylthioglycolate) C(CCCCC(C)C)C(C(=O)[O-])S.C(CCCCC(C)C)C(C(=O)[O-])S.C(CCCCCCC)[Sn+2]CCCCCCCC